BrC1=C(C=C(C(=C1[N+](=O)[O-])Cl)Cl)OC 2-bromo-4,5-dichloro-1-methoxy-3-nitrobenzene